[N+](=O)([O-])C=1C=C(C=CC1)N1CCC(CC1)C(F)(F)F 1-(3-nitrophenyl)-4-(trifluoromethyl)piperidine